BrC=1C(=C(C(=O)OC)C=CC1F)CBr Methyl 3-bromo-2-(bromomethyl)-4-fluorobenzoate